ClC=1C(=C(CNC(=O)[C@H]2N(C[C@@H](C2)F)C(CN2C=CC=3C2=NC=C(C3NC(OC(C)(C)C)=O)C#N)=O)C=CC1)F tert-butyl (1-(2-((2S,4R)-2-((3-chloro-2-fluorobenzyl)carbamoyl)-4-fluoropyrrolidin-1-yl)-2-oxoethyl)-5-cyano-1H-pyrrolo[2,3-b]pyridin-4-yl)carbamate